C1(CC1)C1=NC(=NO1)C=1C=C(C(=NC1)C1=NC=2C(=NC=C(C2)C(C)=O)N1C)SCC 1-[2-[5-(5-cyclopropyl-1,2,4-oxadiazol-3-yl)-3-ethylsulfanyl-2-pyridyl]-3-methyl-imidazo[4,5-b]pyridin-6-yl]ethanone